COC=1C=C(C=CC1OC)CC(=O)NCCCC1=CC=C(C=C1)C1=C(C=CC=C1)F 2-(3,4-dimethoxyphenyl)-N-(3-(2'-fluoro-[1,1'-biphenyl]-4-yl)propyl)acetamide